5-(piperidin-4-yl)benzamide N1CCC(CC1)C=1C=CC=C(C(=O)N)C1